C(C=C)(=O)N1CC(C(CC1)C1=NC(=C(C(=O)N)C=C1)C1=CC=C(C=C1)OC1=CC=CC=C1)(F)F (1-propenoyl-3,3-difluoropiperidin-4-yl)-2-(4-phenoxyphenyl)nicotinamide